N-cyclopropyl-2-(difluoromethoxy)-6-methoxy-4-[7-(pyrimidin-2-ylmethoxy)imidazo[1,2-a]pyridin-3-yl]benzamide C1(CC1)NC(C1=C(C=C(C=C1OC)C1=CN=C2N1C=CC(=C2)OCC2=NC=CC=N2)OC(F)F)=O